C(C1=CC=CC=C1)N1C[C@@H](CCC1)C1=CC=NC=2N1N=C(C2CNCC2CCN(CC2)C(C)=O)Cl (R)-1-(4-((((7-(1-benzylpiperidin-3-yl)-2-chloropyrazolo[1,5-a]pyrimidin-3-yl)methyl)amino)methyl)piperidin-1-yl)ethan-1-one